CC1=C(CNC2=NC(=NC=C2C(=O)N)NC=2C=NN(C2)C)C=CC=C1C 4-((2,3-dimethylbenzyl)amino)-2-((1-methyl-1H-pyrazol-4-yl)amino)pyrimidin-5-carboxamide